BrC1=CC(=NC=C1)OCCCC(C)NC(OC(C)(C)C)=O tert-butyl (5-((4-bromopyridin-2-yl)oxy)pentan-2-yl)carbamate